4-chloro-N-(5-((4-fluorophenyl)ethynyl)-3-methylpyridin-2-yl)-1-(1-isobutyrylpiperidin-4-yl)-1H-pyrazole-5-carboxamide ClC=1C=NN(C1C(=O)NC1=NC=C(C=C1C)C#CC1=CC=C(C=C1)F)C1CCN(CC1)C(C(C)C)=O